isopropyl ((((3aR,4R,6R,6aR)-6-(2-amino-6-chloro-9H-purin-9-yl)-2,2-dimethyltetrahydrofuro[3,4-d][1,3]dioxol-4-yl)methoxy)(phenoxy)phosphoryl)-L-alaninate NC1=NC(=C2N=CN(C2=N1)[C@@H]1O[C@@H]([C@@H]2[C@H]1OC(O2)(C)C)COP(=O)(OC2=CC=CC=C2)N[C@@H](C)C(=O)OC(C)C)Cl